C1C(CCCCCCCCCC)(O1)O 2-epoxydodecanol